FC(C1=CC=C(C[N+]2=CC=CC=C2)C=C1)(F)F 1-(4-(trifluoromethyl)benzyl)pyridin-1-ium